C(C)(C)(C)OC(=O)N1CCC(CC1)C1=NNC=C1CC1=CC=CC=C1 4-(4-benzyl-1H-pyrazol-3-yl)piperidine-1-carboxylic acid tert-butyl ester